[N+](=O)([O-])C=1C=C(C(=O)OC)C=CC1NC[C@H]1OCC1 methyl (S)-3-nitro-4-((oxetan-2-ylmethyl)amino)benzoate